C(=O)O.NCCOCCNC(C1=C(C=C(C=C1)NC=1C=2N(C=CN1)C(=CN2)C=2C(=NN(C2)CC2COCC2)C(F)(F)F)CC)=O N-[2-(2-aminoethoxy)ethyl]-2-ethyl-4-[[3-[1-(oxolan-3-ylmethyl)-3-(trifluoromethyl)pyrazol-4-yl]imidazo[1,2-a]pyrazin-8-yl]amino]benzamide formate